butyl-9-(5-chloro-[1,1'-biphenyl]-3-yl-2',3',4',5',6'-d5)-9H-carbazole C(CCC)C1=CC=CC=2C3=CC=CC=C3N(C12)C=1C=C(C=C(C1)Cl)C1=C(C(=C(C(=C1[2H])[2H])[2H])[2H])[2H]